O1N=CC(=C1)C1=CC(=C2C=NN(C2=C1)C1OCCCC1)NCCOCCCCNC([O-])=O (4-(2-((6-(isoxazol-4-yl)-1-(tetrahydro-2H-pyran-2-yl)-1H-indazol-4-yl)amino)ethoxy)butyl)carbamate